CN([C@H](CNC(C[C@H](C)C1=CC=CC=C1)=O)CC=1C=CC2=C(OCC(N2)=O)C1)C (S)-N-((S)-2-(dimethylamino)-3-(3-oxo-3,4-dihydro-2H-benzo[b][1,4]oxazin-7-yl)propyl)-3-phenylbutanamide